C1(=CC=CC=C1)C=1NC(=C(N1)C1=C(C=C(C=C1)Cl)Cl)CCCCCCCCCCC 2-Phenyl-4-(2,4-dichlorophenyl)-5-undecylimidazole